C(#N)CC=1C2=C(SC1C#CC)C(=CC=C2)NC2CCN(CC2)C(CN(C)C)=O 3-(3-(cyanomethyl)-7-((1-(dimethylglycyl)piperidin-4-yl)amino)benzo[b]thiophen-2-yl)prop-2-yn